C1=CC=CC2=C1C=1N=C3C(=NC1C1=C2C=CC=C1)OC1=C3C=CC=C1 dibenzo[f,h][1]benzofuro[2,3-b]quinoxaline